C(=C)OC=1C(=C(C(=O)O)C=CC1)OCC vinyloxy(Ethoxy)benzoic acid